3-(((7-(2-Aminopyrimidin-4-yl)-2,3-dihydrofuro[3,2-c]pyridin-4-yl)amino)methyl)-N-((1-(methoxymethyl)cyclopropyl)methyl)benzamide NC1=NC=CC(=N1)C=1C2=C(C(=NC1)NCC=1C=C(C(=O)NCC3(CC3)COC)C=CC1)CCO2